FC=1C=C(C(=C(C(=O)OC)C1)C(CC1=NC=NN1C)=O)[N+](=O)[O-] Methyl 5-fluoro-2-(2-(1-methyl-1H-1,2,4-triazol-5-yl) acetyl)-3-nitrobenzoate